O=C1NC(CCC1N1C(N(C2=C1C=CC=C2CCCN2C[C@H](OCC2)CNC(OC(C)(C)C)=O)C)=O)=O Tert-butyl N-[[(2R)-4-[3-[1-(2,6-dioxo-3-piperidyl)-3-methyl-2-oxo-benzimidazol-4-yl]propyl] morpholin-2-yl]methyl]carbamate